1-(3-fluoro-4-methylbenzyl)-4-(5-methyloxazol-2-yl)-8-(pyridin-3-yl)-1,3-dihydro-2H-benzo[b]azepin-2-one FC=1C=C(CN2C3=C(C=C(CC2=O)C=2OC(=CN2)C)C=CC(=C3)C=3C=NC=CC3)C=CC1C